FC(OC1=CC2=C(N=C(S2)NC(=O)C2CCCCC2)C=C1)F N-[6-(difluoromethoxy)-1,3-benzothiazol-2-yl]cyclohexanecarboxamide